(4-aminobenzo[d]isoxazol-3-yl)-2,6-dimethoxybenzenesulfonamide NC1=CC=CC2=C1C(=NO2)C=2C(=C(C(=CC2)OC)S(=O)(=O)N)OC